C(C)OC(=S)[S-] ethoxymethanedithioate